5-chloro-4-(6,8-difluoro-2-(3-((R)-3-fluoropyrrolidin-1-yl)-2-hydroxy-2-methylpropoxy)-4-((1S,5R)-1-methyl-3,8-diazabicyclo[3.2.1]octan-3-yl)quinazolin-7-yl)naphthalen-2-ol ClC1=C2C(=CC(=CC2=CC=C1)O)C1=C(C=C2C(=NC(=NC2=C1F)OCC(CN1C[C@@H](CC1)F)(C)O)N1C[C@@]2(CC[C@H](C1)N2)C)F